borane triflate OS(=O)(=O)C(F)(F)F.B